CC1=C(C(=O)O[C@H](C1)[C@@H](C)[C@H]2CC[C@@H]3[C@@]2(CC[C@H]4[C@H]3C[C@@H]5[C@]6([C@@]4(C(=O)C=C[C@@H]6O)C)O5)C)CO[C@H]7[C@@H]([C@H]([C@@H]([C@H](O7)CO)O)O)O The molecule is a withanolide saponin that consists of withaferin A attached to a beta-D-glucopyranosyl residue at position 27 via a glycosidic linkage. Isolated from Physalis longifolia, it exhibits antineoplastic activity. It has a role as an antineoplastic agent and a plant metabolite. It is a withanolide saponin, a delta-lactone, a 4-hydroxy steroid, an enone, an ergostanoid, a secondary alcohol, a beta-D-glucoside, a monosaccharide derivative and an epoxy steroid. It derives from a withaferin A.